[Pt+2].Cl[C@]1([C@](CCCC1)(N)Cl)N cis-dichloro-(1R,2R)-1,2-cyclohexanediamine platinum (II)